Cl.FC1=C(C=CC(=C1F)OC1=NC=CC=N1)C1=CN=C2N1C=CN=C2NC2=CC(=C(C(=O)NCC1CCNCC1)C=C2)CC 4-[[3-(2,3-Difluoro-4-pyrimidin-2-yloxy-phenyl)imidazo[1,2-a]pyrazin-8-yl]amino]-2-ethyl-N-(4-piperidylmethyl)benzamide hydrochloride